rac-(2R,3S)-3-(3,3-difluorobutyl)-2-fluoro-5-(3-fluorophenyl)-8-hydroxy-7-(trifluoromethyl)-2,3,4,5-tetrahydrobenzo[b][1,4]thiazepine 1,1-dioxide FC(CC[C@H]1CN(C2=C(S([C@H]1F)(=O)=O)C=C(C(=C2)C(F)(F)F)O)C2=CC(=CC=C2)F)(C)F |r|